C(CCCCCCCCCCCC)C(C(=O)O)(CSCCC(=O)O)CCCCCCCCCCCCC.S(CCC(=O)O)CCC(=O)O.FC=1C=CC(=C(C1)C1(CC1)CO)OCOC (1-(5-Fluoro-2-(methoxymethoxy)phenyl)cyclopropyl)methanol 3,3'-sulfanediyldipropionate (DITRIDECAN-1-yl-3,3'-sulfanediyldipropanoate)